S(N)(=O)(=O)C1=CC=C(CCNC(C(=O)[O-])CC)C=C1 (4-sulfamoylphenethyl)aminobutanoate